((2S,3S)-4-benzyl-2-methylmorpholin-3-yl)methanol C(C1=CC=CC=C1)N1[C@H]([C@@H](OCC1)C)CO